NC1=NN2C(C=C(C=C2)C=2C(=C(C(=O)NC[C@@]([C@@H](O)C3=CC=C(C=C3)F)(C)F)C(=CC2)C)F)=N1 3-(2-amino-[1,2,4]triazolo[1,5-a]pyridin-7-yl)-2-fluoro-N-((2R,3S)-2-fluoro-3-(4-fluorophenyl)-3-hydroxy-2-methylpropyl)-6-methylbenzamide